5-(3-(1-(3,3-difluoropropyl)-1H-pyrazol-4-yl)-2-fluoro-6-hydroxyphenyl)-1,2,5-thiadiazolidin-3-one 1,1-dioxide FC(CCN1N=CC(=C1)C=1C(=C(C(=CC1)O)N1CC(NS1(=O)=O)=O)F)F